N-(1-((4-fluoro-3-isopropylphenyl)amino)-6-methoxyisoquinolin-7-yl)-4-(piperidin-1-yl)butanamide FC1=C(C=C(C=C1)NC1=NC=CC2=CC(=C(C=C12)NC(CCCN1CCCCC1)=O)OC)C(C)C